N,N-bis(5-nitro-2-hydroxyphenyl)-1,4-piperazinedicarboxamide [N+](=O)([O-])C=1C=CC(=C(C1)N(C(=O)N1CCN(CC1)C(=O)N)C1=C(C=CC(=C1)[N+](=O)[O-])O)O